4-(6-bromo-2-(1-(4-methoxybenzyl)-3-(trifluoromethyl)-1H-1,2,4-triazol-5-yl)imidazo[1,2-a]pyrimidin-3-yl)-N,N-dimethyl-1H-imidazole-1-sulfonamide BrC=1C=NC=2N(C1)C(=C(N2)C2=NC(=NN2CC2=CC=C(C=C2)OC)C(F)(F)F)C=2N=CN(C2)S(=O)(=O)N(C)C